BrC1=NC(=CN=C1)C1=C(C=CC=C1F)OC 2-Bromo-6-(6-fluoro-2-methoxyphenyl)pyrazine